2-((4-fluoro-2-methoxy-5-nitrophenyl)amino)-4-(1-methyl-1H-indol-3-yl)pyrimidine-5-carboxylic acid methyl ester COC(=O)C=1C(=NC(=NC1)NC1=C(C=C(C(=C1)[N+](=O)[O-])F)OC)C1=CN(C2=CC=CC=C12)C